C(CCC)C(C(=O)OCCCCCCOCC(COCCOCCOCCOCCOCC1=CC=CC=C1)OCCCCCCOC(C(CCCCCC)CCCC)=O)CCCCCC 6-[3-[2-[2-[2-(2-benzyloxyethoxy)ethoxy]ethoxy]ethoxy]-2-[6-(2-butyloctanoyloxy)hexoxy]propoxy]hexyl 2-butyloctanoate